O[C@]1(C[C@H](N(C1)C(=O)OC(C)(C)C)C(=O)OC)C(Br)(Br)Br 1-(t-butyl) 2-methyl (2S,4S)-4-hydroxy-4-(tribromomethyl)pyrrolidine-1,2-dicarboxylate